tert-butyl (cis)-4-[6-[6-(methoxymethoxy)-2-methylindazol-5-yl]-1,5-naphthyridin-2-yl]-2,6-dimethylpiperidine-1-carboxylate COCOC=1C(=CC2=CN(N=C2C1)C)C=1N=C2C=CC(=NC2=CC1)C1CC(N(C(C1)C)C(=O)OC(C)(C)C)C